N-(8-fluoro-2-methyl-imidazo[1,2-a]pyridin-6-yl)-2-methyl-4-[(3S)-3-(prop-2-ynylamino)pyrrolidin-1-yl]indazole-7-carboxamide FC=1C=2N(C=C(C1)NC(=O)C1=CC=C(C3=CN(N=C13)C)N1C[C@H](CC1)NCC#C)C=C(N2)C